1-(4-(3-(1H-indol-1-yl)propyl)piperazin-1-yl)-2-(2,4-difluorophenyl)-3-(1H-1,2,4-triazol-1-yl)propan-2-ol N1(C=CC2=CC=CC=C12)CCCN1CCN(CC1)CC(CN1N=CN=C1)(O)C1=C(C=C(C=C1)F)F